(S,E)-N-(1-cyclopropyl-3-(methylsulfonyl)allyl)-2-(cyclopropylmethyl)-4-phenoxypyrimidine-5-carboxamide C1(CC1)[C@@H](\C=C\S(=O)(=O)C)NC(=O)C=1C(=NC(=NC1)CC1CC1)OC1=CC=CC=C1